C(C=C)(=O)N1[C@H](CN(C[C@H]1C)C1=NC(N2C3=C(C(=C(C=C13)C(F)(F)F)C1=C(C=CC=C1F)F)SC[C@@H]2COC)=O)C (S)-7-((3S,5R)-4-acryloyl-3,5-dimethylpiperazin-1-yl)-10-(2,6-difluorophenyl)-3-(methoxymethyl)-9-(trifluoromethyl)-2H-[1,4]thiazino[2,3,4-ij]quinazolin-5(3H)-one